2-chloro-1-[4-(hydroxymethyl)-1-piperidyl]ethanone tert-butyl-(R)-4-((1-amino-1-oxopropan-2-yl)amino)-6-chloronicotinate C(C)(C)(C)OC(C1=CN=C(C=C1N[C@@H](C(=O)N)C)Cl)=O.ClCC(=O)N1CCC(CC1)CO